FC=1C=C(C=CC1OC1=C2C(=NC=C1)NC(N2C(C)C)=O)NC(=O)C=2C=NN(C2C(F)(F)F)C2=C(C=CC=C2)F N-(3-fluoro-4-((1-isopropyl-2-oxo-2,3-dihydro-1H-imidazo[4,5-b]pyridine-7-yl)oxy)phenyl)-1-(2-fluorophenyl)-5-(trifluoromethyl)-1H-pyrazole-4-carboxamide